4-[(1R,3s,5S)-8-{[5-(trifluoromethyl)-1,3a-diaza-2-indenyl]carbonyl}-8-azabicyclo[3.2.1]oct-3-ylamino]-2-toluonitrile FC(C1=CN2C=C(N=C2C=C1)C(=O)N1[C@H]2CC(C[C@@H]1CC2)NC=2C=C(C(=CC2)C)C#N)(F)F